[C@@H]1([C@H](O)[C@H](O)[C@@H](O)[C@@H](O1)C)[C@](C(=O)[O-])([C@@H](CCCCCCC)O)C(C(CCCCCCCCCC)O)=O (R,R)-α-L-rhamnopyranosyl-β-hydroxydodecanoyl-β-hydroxydecanoate